NC(=O)NC1=C(OCC(=O)N2C(CN(CC2)CC2=CC=C(C=C2)F)C)C=CC(=C1)Cl 1-[[2-[(Aminocarbonyl)amino]-4-chlorophenoxy]acetyl]-4-[(4-fluorophenyl)methyl]-2-methylpiperazine